5-(3,8-diazabicyclo[3.2.1]octan-3-yl)-2-(8-ethynyl-7-fluoro-3-hydroxynaphthalen-1-yl)-7-(((2R,7aS)-2-fluorotetrahydro-1H-pyrrolizin-7a(5H)-yl)methoxy)pyrido[3,4-d]pyridazin-1(2H)-one C12CN(CC(CC1)N2)C2=NC(=CC1=C2C=NN(C1=O)C1=CC(=CC2=CC=C(C(=C12)C#C)F)O)OC[C@]12CCCN2C[C@@H](C1)F